tert-butyl [(1S,3R)-3-{(1E)-N-[(S)-2-methylpropane-2-sulfinyl]ethaneimidoyl}cyclohexyl]carbamate CC(C)(C)[S@](=O)/N=C(\C)/[C@H]1C[C@H](CCC1)NC(OC(C)(C)C)=O